N[C@@H]([C@@H](C)CC)CO L-isoleucinol